ClC=1C=C2CCN(CC2=C(C1)[C@H]1N(CCC1)C(=O)OC(C)(C)C)C(=O)[C@H]1COCC1 (S)-tert-butyl 2-(6-chloro-2-((R)-tetrahydrofuran-3-carbonyl)-1,2,3,4-tetrahydroisoquinolin-8-yl)pyrrolidine-1-carboxylate